2-chloro-3-(hydroxymethyl)-1-cyclohexene ClC1=CCCCC1CO